(dimethylfluorenyl)[(diphenyl-d10)triazinyl-Phenyl-d4]dibenzofuran CC=1C(=C(C=2CC3=CC=CC=C3C2C1)C1=C(C2=C(OC3=C2C=CC=C3)C=C1)C1=C(C(=C(C(=C1C1=NN=NC(=C1C1(C(C(C(C(C1[2H])([2H])[2H])([2H])[2H])([2H])[2H])([2H])[2H])[2H])C1(C(C(C(C(C1[2H])([2H])[2H])([2H])[2H])([2H])[2H])([2H])[2H])[2H])[2H])[2H])[2H])[2H])C